CC1=CC=2N(C=C1C1=NC(=CC(=N1)C)N1CCN(CC1)C1=CC=CC=C1)C=CN2 7-METHYL-6-(4-METHYL-6-(4-PHENYLPIPERAZIN-1-YL)PYRIMIDIN-2-YL)IMIDAZO[1,2-A]PYRIDINE